perfluoroheptanal FC(C=O)(C(C(C(C(C(F)(F)F)(F)F)(F)F)(F)F)(F)F)F